2-(4-fluorophenyl)-6,6-dimethyl-3-(pyridin-4-yl)-4,5,6,7-tetrahydropyrazolo[1,5-a]pyrazine hydrogen chloride Cl.FC1=CC=C(C=C1)C1=NN2C(CNC(C2)(C)C)=C1C1=CC=NC=C1